CC(C(C(=O)O)(O)C)(O)C(=O)O.CC=1C=C(C=CC1)C1=NC=CC=C1 2-(3-methylphenyl)pyridine (+)-dimethyl-tartrate